(2S)-N1-(4-methyl-5-(3-(trifluoromethyl)isoindol-5-yl)thiazol-2-yl)pyrrolidine-1,2-dicarboxamide CC=1N=C(SC1C1=CC2=C(NC=C2C=C1)C(F)(F)F)NC(=O)N1[C@@H](CCC1)C(=O)N